C(CCC)OC/C=C/C1=CCC(CC1)(C)C (E)-1-(3-butoxyprop-1-en-1-yl)-4,4-dimethylcyclohex-1-ene